(R)-N-(2-(4-Cyanothiazolidin-3-yl)-2-oxoethyl)-6-(4,5,6,7-tetrahydro-1H-indazol-1-yl)quinoline-4-carboxamide C(#N)[C@H]1N(CSC1)C(CNC(=O)C1=CC=NC2=CC=C(C=C12)N1N=CC=2CCCCC12)=O